N-(3-(5-chloro-1H-indol-3-yl)propyl)-4-(3-(4-methyl-3-oxopiperazin-1-yl)propoxy)benzenesulfonamide ClC=1C=C2C(=CNC2=CC1)CCCNS(=O)(=O)C1=CC=C(C=C1)OCCCN1CC(N(CC1)C)=O